FC1=C(C=C(C=C1)F)C1=C(C(=NC=C1)N1C[C@H](CC1)F)NC(=O)C1CN(CCC1)C N-(4-(2,5-difluorophenyl)-2-((S)-3-fluoropyrrolidin-1-yl)pyridin-3-yl)-1-methylpiperidine-3-carboxamide